3-(tert-butoxycarbonyl)-1,3-thiazolidine-2-carboxylic acid C(C)(C)(C)OC(=O)N1C(SCC1)C(=O)O